C(C)(C)(C)S(=O)\N=C\C1(N(CC(C1)(F)F)C(=O)OC(C)(C)C)C tert-butyl (E)-2-(((tert-butylsulfinyl)imino)methyl)-4,4-difluoro-2-methylpyrrolidine-1-carboxylate